NC=1C=2N(C3=CC=C(C=C3N1)C=1C=NN(C1C1=C(C#N)C(=CC(=C1F)Cl)OC1CC1)C)C=NC2C 2-(4-(4-amino-3-methylimidazo[1,5-a]quinoxalin-7-yl)-1-methyl-1H-pyrazol-5-yl)-4-chloro-6-cyclopropyloxy-3-fluorobenzonitrile